phthalic acid mono-(2-(acryloyloxy) ethyl) ester C(C=C)(=O)OCCOC(C=1C(C(=O)O)=CC=CC1)=O